C1(CC1)N[C@H]1CN(CC1)C(=O)C=1C=C(CC2=NNC(C3=CC=CC=C23)=O)C=CC1F (R)-4-(3-(3-(cyclopropylamino)pyrrolidine-1-carbonyl)-4-fluorobenzyl)phthalazin-1(2H)-one